2-((4-((3-(5-((3-(3-chloro-4-methylphenyl)ureido)methyl)-1-oxoisoindolin-2-yl)-2,6-dioxopiperidin-1-yl)methyl)phenoxy)methyl)acrylic acid ClC=1C=C(C=CC1C)NC(NCC=1C=C2CN(C(C2=CC1)=O)C1C(N(C(CC1)=O)CC1=CC=C(OCC(C(=O)O)=C)C=C1)=O)=O